N-(4-((R*)-2-(3-fluoro-4-methoxyphenyl)propyl)-6-(((R)-1-hydroxy-4-methylpentan-2-yl)amino)-1,3,5-triazin-2-yl)methanesulfonamide FC=1C=C(C=CC1OC)[C@@H](CC1=NC(=NC(=N1)N[C@@H](CO)CC(C)C)NS(=O)(=O)C)C |o1:9|